FC=1C=C2C(=C(NC2=CC1)C(=O)OCC(C)C)C=1N=NN(C1)CC1CCN(CC1)CCNS(=O)(=O)CC1=CC=C(C=C1)C(F)(F)F Isobutyl 5-fluoro-3-(1-((1-(2-(((4-(trifluoromethyl)phenyl)methyl) sulfonamido)ethyl) piperidin-4-yl)methyl)-1H-1,2,3-triazol-4-yl)-1H-indol-2-carboxylat